COC(CCCOC1=CC=C(C=C1)OC1CCC(CC1)NC(=O)NC12C[C@]3(C[C@](CC(C1)C3)(C2)C)C)=O 4-(4-(((1R,4r)-4-(3-((1R,3R,5S,7R)-3,5-dimethyladamantan-1-yl)ureido)cyclohexyl)oxy)phenoxy)butyric acid methyl ester